C(C)N(CCCl)CC 2-diethylaminoethylchloride